2-methyl-1,3-propandithiol CC(CS)CS